2-(2-Fluorophenyl)-6-(1-methylazetidin-3-yl)oxyimidazo[1,2-b]pyridazine-3-carboxylic Acid FC1=C(C=CC=C1)C=1N=C2N(N=C(C=C2)OC2CN(C2)C)C1C(=O)O